OB1OCC2=C1C(=CC(=C2)NC2=NC=C(C(=N2)NC2C(CCC2)C#N)C)C(F)(F)F 2-[[2-[[1-hydroxy-7-(trifluoromethyl)-3H-2,1-benzoxaborol-5-yl]amino]-5-methyl-pyrimidin-4-yl]amino]cyclopentanecarbonitrile